5-(3-{[(4-fluorophenyl)(methyl)oxo-λ6-sulfanylidene]amino}propyl)-1,3,4-thiadiazol-2-amine FC1=CC=C(C=C1)S(=O)(C)=NCCCC1=NN=C(S1)N